(4'-chlorobiphenyl-2-yl)nicotinamide ClC1=CC=C(C=C1)C1=C(C=CC=C1)C1=C(C(=O)N)C=CC=N1